FC1=C(C=C(OC2=NC(=NC(=C2C(C(F)(F)F)(F)F)C2=C(C=CC=C2)C)NS(=O)(=O)C=2C=NN(C2)C)C=C1)C1CCN(CC1)C N-[4-[4-fluoro-3-(1-methyl-4-piperidyl)phenoxy]-6-(o-tolyl)-5-(1,1,2,2,2-pentafluoroethyl)pyrimidin-2-yl]-1-methyl-pyrazole-4-sulfonamide